CN1N=CC(=C1)CNC(=O)C1CCN(CC1)C(=O)C1=NNC(=C1)C1=CC=NC=C1 N-[(1-methyl-1H-pyrazol-4-yl)methyl]-1-[5-(pyridin-4-yl)-1H-pyrazole-3-carbonyl]piperidine-4-carboxamide